p-tert-butylcyclohexyl acetate (p-tert-butylcyclohexyl acetate) C(C)(C)(C)C1CCC(CC1)CC(=O)O.C(C)(=O)OC1CCC(CC1)C(C)(C)C